N1=C(C=CC=C1)S(=O)(=O)C(F)F difluoromethyl 2-pyridyl sulfone